F[B-](F)(F)F.F[B-](F)(F)F.ClC[N+]12CC[N+](CC1)(CC2)F 1-(chloromethyl)-4-fluoro-1,4-diazoniabicyclo[2.2.2]octane bis(tetrafluoroborate)